2-(2-chloro-7-methyl-4-morpholinothieno[3,2-d]pyrimidin-6-yl)propan-2-ol ClC=1N=C(C2=C(N1)C(=C(S2)C(C)(C)O)C)N2CCOCC2